NC(CCC(=O)N1CCC(CC1)C1=NN(C=2C=CC=C(C12)C1=CC=C2C=NN(C2=C1)C)CC(=O)NCC(=O)NCC(=O)O)=O (2-(3-(1-(4-amino-4-oxobutanoyl)piperidin-4-yl)-1'-methyl-1H,1'H-[4,6'-biindazol]-1-yl)acetyl)glycylglycine